C[C@@H]1OC[C@H]1N1C(=CC2=C1N=C(N=C2)NC=2C(=NN(C2)C)OC2COC2)C#N 7-[(2s,3r)-2-methyl-oxetan-3-yl]-2-[[1-methyl-3-(oxetan-3-yloxy)pyrazol-4-yl]amino]pyrrolo[2,3-d]pyrimidine-6-carbonitrile